5-((aminooxy)methyl)thiophene-2-carboxylic acid ethyl ester hydrochloride Cl.C(C)OC(=O)C=1SC(=CC1)CON